N-((1-((1r,4r)-4-(cyanomethyl)cyclohexyl)-1,6-dihydroimidazo[4,5-d]pyrrolo[2,3-b]pyridin-2-yl)methyl)-N'-hydroxycyclopropanecarboxamidine C(#N)CC1CCC(CC1)N1C(=NC=2C1=C1C(=NC2)NC=C1)CNC(=NO)C1CC1